C(=O)O.CN([C@@H]1[C@H](CC[C@@H](C1)C1=CC(=CC=C1)C(F)(F)F)NC1=C(C=C(C=C1)S(=O)(=O)NC1=NC=NC=C1)F)C 4-(((1S,2S,4S)-2-(Dimethylamino)-4-(3-(trifluoromethyl)phenyl)cyclohexyl)amino)-3-fluoro-N-(pyrimidin-4-yl)benzenesulfonamide Formate